n-Butyl-Tin C(CCC)[Sn]